Methyl 3-((R)-1-amino-2-methoxyethyl)-5-benzyl-4,5-dihydroisoxazole-5-carboxylate hydrochloride Cl.N[C@@H](COC)C1=NOC(C1)(C(=O)OC)CC1=CC=CC=C1